C1=NC=C(C2=CC=CC=C12)N1N=CC(=C1C(F)(F)F)C(=O)NC1=CC(=NC=C1)C(=O)OC methyl 4-(1-(isoquinolin-4-yl)-5-(trifluoromethyl)-1H-pyrazole-4-carboxamido)picolinate